(S)-(1-(methylamino)-1-oxo-5-(pyridin-3-yl)pent-2-yl)carbamic acid tert-butyl ester C(C)(C)(C)OC(N[C@H](C(=O)NC)CCCC=1C=NC=CC1)=O